2-(2-(2-methoxyethoxy)ethoxy)terephthalaldehyde COCCOCCOC1=C(C=O)C=CC(=C1)C=O